N(=C=O)CC1C2CC(C(C1)C2)CN=C=O 2,5-bis(isocyanatomethyl)bicyclo-[2.2.1]Heptane